lead-zirconium-nickel-lead-zirconium-titanium [Ti].[Zr].[Pb].[Ni].[Zr].[Pb]